BrC=1C(=NC(=C(C(=O)O)C1C)N1CCC(CCC1)(F)F)C(F)(F)F 5-bromo-2-(4,4-difluoroazepan-1-yl)-4-methyl-6-(trifluoromethyl)nicotinic acid